tri(4-isopropylphenyl) phosphate P(=O)(OC1=CC=C(C=C1)C(C)C)(OC1=CC=C(C=C1)C(C)C)OC1=CC=C(C=C1)C(C)C